ClC1=NC=C(C(=N1)NCC1=CC=C(C=C1)N1N=C(C=C1C)C(F)(F)F)OC 2-Chloro-5-methoxy-N-(4-(5-methyl-3-(trifluoromethyl)-1H-pyrazol-1-yl)benzyl)pyrimidin-4-amine